[F-].C(CCCC)[NH3+] pentylammonium fluoride